1-(2-fluoroethyl)-4-iodo-imidazole FCCN1C=NC(=C1)I